N-(1-(7-Methoxyquinolin-5-yl)cyclopropyl)-2-methyl-5-(((6S,8aR)-2-methyloctahydropyrrolo[1,2-a]pyrazin-6-yl)methoxy)benzamide COC1=CC(=C2C=CC=NC2=C1)C1(CC1)NC(C1=C(C=CC(=C1)OC[C@@H]1CC[C@H]2N1CCN(C2)C)C)=O